OC1=C(C=C(C=C1C(C)C)C(C)C)NC1C(C=CC2=CC=CC=C12)=O ((2-hydroxy-3,5-diisopropylphenyl)-amino)naphthalen-2-one